methyl (4aS)-7-chloro-2,5-dihydro-2-[[(methoxycarbonyl)[4-[(trifluoromethyl)thio]phenyl]amino]carbonyl]indeno[1,2-e][1,3,4]oxadiazin-4a(3H)-carboxylate ClC=1C=C2C[C@]3(C(=NN(CO3)C(=O)N(C3=CC=C(C=C3)SC(F)(F)F)C(=O)OC)C2=CC1)C(=O)OC